CC1(C2=C(B(O1)O)C=CC(=C2)C2=NC1=CC=C3C(=C1C=1CCCCC21)C=NN3)C 3,3-dimethyl-5-(8,9,10,11-tetrahydro-3H-pyrazolo[4,3-a]phenanthridin-7-yl)benzo[c][1,2]oxaborol-1(3H)-ol